[NH4+].S(=O)(=O)([O-])[O-].[NH4+] ammonium sulfate ammonium salt